methyl (S)-3-(8-(2,6-dichloro-4-fluorophenyl)-2,3-dihydrobenzo[b][1,4]dioxin-5-yl)-2-(2-fluoro-6-methylbenzamido)propanoate ClC1=C(C(=CC(=C1)F)Cl)C1=CC=C(C2=C1OCCO2)C[C@@H](C(=O)OC)NC(C2=C(C=CC=C2C)F)=O